prop-2-enyl (3S)-4-(dimethylamino)-3-(methylamino)-4-oxobutanoate CN(C([C@H](CC(=O)OCC=C)NC)=O)C